C(C1=CC=CC=C1)(C1=CC=CC=C1)C1CCN(CC1)C(=O)N1CC[C@@H]2CCC(N[C@@H]2C1)=O |r| rac-(4aS,8aS)-7-(4-Benzhydrylpiperidine-1-carbonyl)octahydro-1,7-naphthyridin-2(1H)-one